2-(6-butyl-3-(4-methoxyphenyl)pyrazin-2-yl)-2-azaspiro[3.3]heptane-6-carboxylic acid C(CCC)C1=CN=C(C(=N1)N1CC2(C1)CC(C2)C(=O)O)C2=CC=C(C=C2)OC